(R)-2-((trifluoromethyl)sulfonyl)oxypropionic acid methyl ester COC([C@@H](C)OS(=O)(=O)C(F)(F)F)=O